{3-methyl-4-[4-(7H-pyrrolo[2,3-d]-pyrimidin-4-yl)-1H-pyrazol-1-yl]-phenyl}methanol trifluoroacetate FC(C(=O)O)(F)F.CC=1C=C(C=CC1N1N=CC(=C1)C=1C2=C(N=CN1)NC=C2)CO